[Cl].C(=C)C1=C(C=CC(=C1)C=C)S(=O)(=O)O 2,4-divinylbenzenesulfonic acid chlorine